NCCNCCCC[Si](OCC)(C)C N-(β-aminoethyl)-γ-aminopropyl-trimethyl-(ethyloxy)silane